7-(5-(chlorodifluoromethyl)-1,2,4-oxadiazol-3-yl)-N-((4-methoxyphenyl)(methyl)(oxo)-λ6-sulfaneylidene)imidazo[1,2-a]pyridine-2-carboxamide ClC(C1=NC(=NO1)C1=CC=2N(C=C1)C=C(N2)C(=O)N=S(=O)(C)C2=CC=C(C=C2)OC)(F)F